C(=O)([O-])C(O)C(O)C(=O)[O-].[K+].[K+] (+)-Potassium tartrate